CN1CCC(CC1)S(=O)(=O)N1C=C(C=C1)C(=O)OC methyl 1-((1-methylpiperidin-4-yl) sulfonyl)-1H-pyrrole-3-carboxylate